(NE)-N-[[4-(1-methoxyethyl)cyclohex-1,3-dien-1-yl]methylene]hydroxylamine COC(C)C1=CC=C(CC1)\C=N\O